CN1C=C(C=C1)B(O)O (1-methyl-1H-pyrrol-3-yl)boronic acid